4-((3-(2-(diallylamino)ethyl)-1H-indol-4-yl)oxy)-4-oxobutanoic acid C(C=C)N(CCC1=CNC2=CC=CC(=C12)OC(CCC(=O)O)=O)CC=C